3-fluorobenzyl (4-nitrophenyl) carbonate C(OCC1=CC(=CC=C1)F)(OC1=CC=C(C=C1)[N+](=O)[O-])=O